Cl[SiH](C)C[SiH](Cl)Cl chloro[(dichlorosilyl)methyl]methylsilane